COCCN1C=NC2=C1C=C(C=C2)C(=O)O 1-(2-methoxyethyl)-1H-benzo[d]Imidazole-6-carboxylic acid